sodium 2-methyl-2-propene-1-sulfonic acid salt CC(CS(=O)(=O)[O-])=C.[Na+]